CN(C(OC(C)(C)C)=O)CCN1C(C[C@@H](C1)OC(=O)OC1=CC=C(C=C1)[N+](=O)[O-])=O Tert-butyl (S)-methyl(2-(4-(((4-nitrophenoxy)carbonyl)oxy)-2-oxopyrrolidin-1-yl)ethyl)carbamate